(4-aminophenyl)(1,4-oxazepan-4-yl)methanone NC1=CC=C(C=C1)C(=O)N1CCOCCC1